N-(5-((6-((R)-3-(3-chloro-2-methylphenyl)isoxazolidine-2-yl)pyrimidine-4-yl)amino)-4-methoxy-2-(4-(4-methylpiperazine-1-yl)piperidine-1-yl)phenyl)acrylamide ClC=1C(=C(C=CC1)[C@@H]1N(OCC1)C1=CC(=NC=N1)NC=1C(=CC(=C(C1)NC(C=C)=O)N1CCC(CC1)N1CCN(CC1)C)OC)C